(S)-4-(3-amino-2-(dimethylamino)propyl)-2,3-difluorobenzamide NC[C@H](CC1=C(C(=C(C(=O)N)C=C1)F)F)N(C)C